CC1=CC=2C(=NC=CC2C2=CC(NC(=C2)N2CCOCC2)=O)N1 4-(2-methyl-1H-pyrrolo[2,3-b]pyridin-4-yl)-6-(morpholino)-1H-pyridin-2-one